S=C1N(CC2=CC(=CC=C12)CN1CCN(CC1)C1=NC=CC=C1C(F)(F)F)C1C(NC(CC1)=O)=O 3-(1-thioxo-5-((4-(3-(trifluoromethyl)pyridin-2-yl)piperazin-1-yl)methyl)isoindolin-2-yl)piperidine-2,6-dione